FC=1C(N(C=2N(C1)C(C(=C(N2)C(F)(F)F)C=2C=NN(C2)CC(C(F)(F)F)(F)F)=O)C)=O 3-fluoro-1-methyl-7-[1-(2,2,3,3,3-pentafluoropropyl)-1H-pyrazol-4-yl]-8-(trifluoromethyl)-1H,2H,6H-[1,3]diazino[1,2-a]pyrimidine-2,6-dione